C(#N)C=1C=CC(=C2N=CC=NC12)N1CC2(CC2(C1)C(F)(F)F)C(=O)O 3-(8-Cyanoquinoxalin-5-yl)-5-(trifluoromethyl)-3-azabicyclo[3.1.0]hexane-1-carboxylic acid